CC1=CC=2N(C=C1C1CCN(CC1)C(=O)OC(C)(C)C)C=CN2 tert-butyl 4-(7-methylimidazo[1,2-a]pyridin-6-yl)piperidine-1-carboxylate